2-({[3-(3,5-difluoro-4-hydroxyphenyl)phenyl]methyl}thio)-6-oxo-4-(thiophen-2-yl)-1,6-dihydropyrimidine-5-carbonitrile FC=1C=C(C=C(C1O)F)C=1C=C(C=CC1)CSC=1NC(C(=C(N1)C=1SC=CC1)C#N)=O